[2H]C1=C2CC3=CC=CC=C3C2=CC=C1 deuterofluorene